C(C)(C)(C)C(C(=O)[O-])(C(=O)[O-])C1CCCCC1.[Li+].[Li+] lithium 2-(tert-butyl)-2-cyclohexylmalonate